NC1C(C(CC1)[NH-])C1=C(C(=CC=C1C)O)C 2-amino-1-(3-hydroxy-2,6-dimethylphenyl)-5-cyclopentylamide